8-(2-Fluoro-3-methylphenyl)-9-(4-((1-(3-fluoropropyl)azetidin-3-yliden)methyl)phenyl)-6,7-dihydro-5H-benzo[7]annulen FC1=C(C=CC=C1C)C=1CCCC2=C(C1C1=CC=C(C=C1)C=C1CN(C1)CCCF)C=CC=C2